C1(CC1)C1=NC=NC(=C1C1=NC(=C2NC=NC2=N1)NCC=1C=NC(=CC1)C=1N(C=C(N1)C(F)(F)F)C(C)C)OC 2-(4-cyclopropyl-6-methoxypyrimidin-5-yl)-N-((6-(1-isopropyl-4-(trifluoro-methyl)-1H-imidazol-2-yl)pyridin-3-yl)methyl)-7H-purin-6-amine